phenylhexadecyl phosphate P(=O)(OCCCCCCCCCCCCCCCCC1=CC=CC=C1)([O-])[O-]